C1(CC1)N1C(N(C(C(=C1)C(=O)N)=O)C=1C=NC=CC1)=O 1-cyclopropyl-2,4-dioxo-3-(pyridin-3-yl)-1,2,3,4-tetrahydropyrimidine-5-carboxamide